4-(4,5-difluoro-1-(pyridazin-3-ylmethyl)-benzimidazol-2-yl)-1,2,5-oxadiazol-3-amine FC1=C(C=CC=2N(C(=NC21)C=2C(=NON2)N)CC=2N=NC=CC2)F